(2-((5-chloro-2-((3-(1-methyl-1H-pyrazol-4-yl)-4-(piperazin-1-yl)phenyl)amino)pyrimidine-4-yl)amino)phenyl)dimethylphosphine oxide ClC=1C(=NC(=NC1)NC1=CC(=C(C=C1)N1CCNCC1)C=1C=NN(C1)C)NC1=C(C=CC=C1)P(C)(C)=O